FC=1C(=C(C=CC1F)[C@@H]1[C@@H](O[C@]([C@@H]1C)(C(F)(F)F)C)C(=O)NC1=CC(=NC=C1C)C(=O)N)OC 4-[[(2R,3R,4R,5R)-3-(3,4-Difluoro-2-methoxy-phenyl)-4,5-dimethyl-5-(trifluoromethyl)tetrahydrofuran-2-carbonyl]amino]-5-methyl-pyridin-2-carboxamid